1-methyl-2-oxo-4-(4-phenylpiperidin-1-yl)-1,2-dihydroquinoline-3-carboxamide CN1C(C(=C(C2=CC=CC=C12)N1CCC(CC1)C1=CC=CC=C1)C(=O)N)=O